FC(OCC1=NN=C(O1)[C@H]1CCCCN1)(F)F (3S,6R)-6-(5-[(trifluoro-methoxy)methyl]-1,3,4-oxadiazol-2-yl)piperidin